manganese phosphainine P1=CC=CC=C1.[Mn]